(2-fluoroethyl) (3-fluoron-propyl) ether FCCCOCCF